C(C)OC(=O)C=1C=NN(C1C1=C(C=C(C=C1)Br)F)C1CCOCC1 5-(4-bromo-2-fluorophenyl)-1-(oxacyclohex-4-yl)pyrazole-4-carboxylic acid ethyl ester